3,4-bis(1-methylbutyloxy)benzaldehyde CC(CCC)OC=1C=C(C=O)C=CC1OC(CCC)C